ClC=1C=C(C=CC1)[C@@H]1[C@H](C1)C(=O)NC1=NC=CC(=C1)NCC=1N=C2N(C=C(C=C2N(S(=O)(=O)C)C)C2CC2)C1 (1S,2S)-2-(3-chlorophenyl)-N-(4-(((6-cyclopropyl-8-(N-methylmethylsulfonamido)imidazo[1,2-a]pyridin-2-yl)methyl)amino)pyridin-2-yl)cyclopropane-1-carboxamide